(n-butyl)(2-ethylhexyl) isophthalate C(C1=CC(C(=O)[O-])=CC=C1)(=O)OC(C(CCCC)CC)CCCC